titanium-iron water O.[Fe].[Ti]